CC1(COC1)C(=O)N1CCC(CC1)C1=C(C=CC=C1)C(F)(F)F (3-methyl-oxetan-3-yl)(4-(2-(trifluoromethyl)phenyl)piperidin-1-yl)methanone